ClN(C1CCCCC1)Cl dichloro-cyclohexylamine